2-chloro-4-fluoro-1,3-benzothiazole ClC=1SC2=C(N1)C(=CC=C2)F